C1(CC1)OC=1C=C(CC2C(CC23CCNCC3)N3C(CNCC3)C3=C(C=CC=C3)C(C)C)C=CC1OC 3-cyclopropoxy-4-methoxybenzyl-2-(2-isopropylphenyl-piperazin-1-yl)-7-azaspiro[3.5]nonane